(S)-N-(8-fluoro-6-oxo-1,4,5,6-tetrahydro-2H-pyrano[3,4-c]isoquinolin-1-yl)-N-methyl-4H-thieno[3,2-b]pyrrole-5-carboxamide FC=1C=CC=2C3=C(NC(C2C1)=O)COC[C@H]3N(C(=O)C3=CC1=C(N3)C=CS1)C